FC1=C(C(=C(C=C1)C1C(OC(C1C)(C(F)(F)F)C)C(=O)N)OCCOC)C 3-(4-fluoro-2-(2-methoxyethoxy)-3-methylphenyl)-4,5-dimethyl-5-(trifluoromethyl)tetrahydro-Furan-2-carboxamide